IC=1C=CC=C2C=CC=C(C12)C(=O)N 8-iodo-1-naphthamide